NCCC=1C=NC(=NC1)C1=C(C=C(C#N)C=C1)C(=O)C=1C=NN(C1C)CC1CC1 4-[5-(2-aminoethyl)pyrimidin-2-yl]-3-[1-(cyclopropylmethyl)-5-methylpyrazole-4-carbonyl]benzonitrile